C(C)(=O)OCCSSCCOC(=O)OC1=CC=C(C=C1)[N+](=O)[O-] 2-((2-(((4-nitrophenoxy)carbonyl)oxy)ethyl)disulfaneyl)ethyl acetate